FC1=C(CN2C(N(N=C2)C2=CC=C(C=C2)OC2=C(C(=NC=C2F)N2CC(C2)OCC)F)=O)C(=CC=C1)F 4-(2,6-Difluorobenzyl)-2-(4-((2-(3-ethoxyazetidin-1-yl)-3,5-difluoropyridin-4-yl)oxy)phenyl)-2,4-dihydro-3H-1,2,4-triazol-3-one